N-[2-(4-sulfamoylphenyl)ethyl]-1-(7,8,9,10-tetrahydro-6H-purino[9,8-a]azepin-4-yl)piperidine-4-carboxamide S(N)(=O)(=O)C1=CC=C(C=C1)CCNC(=O)C1CCN(CC1)C=1C=2N=C3N(CCCCC3)C2N=CN1